N1=C(C=CC=C1)C=1C=C(C=C(C1)C1=NC=CC=C1)C1=NC(=NC(=C1)C1=CC(=CC(=C1)C1=NC=CC=C1)C1=NC=CC=C1)C 4,6-bis(3,5-bis(2-pyridyl)phenyl)-2-methylpyrimidine